N1=CC=C(C=C1)C=NNC(=O)C1=NC=NC(=C1)C(=O)NN=CC1=CC=NC=C1 N'4,N'6-Bis(pyridin-4-ylmethylene)pyrimidine-4,6-dicarbohydrazide